dl-O-p-methylbenzoyl-D-ribofuranose CC1=CC=C(C(=O)OC2[C@H](O)[C@H](O)[C@H](O2)CO)C=C1